O=C1N(C=CC=C1C(=O)NC1=NN(C=C1)CC(F)(F)F)C1=C(C=CC=C1)OCC(F)(F)F 2-oxo-1-[2-(2,2,2-trifluoroethoxy)phenyl]-N-[1-(2,2,2-trifluoroethyl)-1H-pyrazol-3-yl]-1,2-dihydropyridine-3-carboxamide